(n-butyl) (2-ethylhexyl) isophthalate C(C1=CC(C(=O)OCC(CCCC)CC)=CC=C1)(=O)OCCCC